Racemic-(3,3-dimethylcyclobutyl)-3-(isoquinolin-4-yl)-2-oxoimidazoline-4-carbonitrile CC1(CC(C1)N1C(N([C@H](C1)C#N)C1=CN=CC2=CC=CC=C12)=O)C |r|